{4-[(2S)-2-[(2S)-2-[3-(2,5-dioxopyrrol-1-yl)propanamido]propanamido]propanamido]phenyl} methyl-4-nitrophenyl carbonate C(OC1=CC=C(C=C1)NC([C@H](C)NC([C@H](C)NC(CCN1C(C=CC1=O)=O)=O)=O)=O)(OC1=C(C=C(C=C1)[N+](=O)[O-])C)=O